ClC1=CC=C(CN2N=C(C=CC2=O)C=2C=NC(=NC2)NC2CC2)C=C1 2-(4-chlorobenzyl)-6-(2-(cyclopropylamino)pyrimidin-5-yl)pyridazin-3(2H)-one